C(=O)(O)NCCNC(=O)O dicarboxyl-ethylenediamine